C(C)OC(=O)C1(CSCC1O)N1C2=NC(=NC(=C2N=C1)SCCC)Cl (±)-Ethyl-3-(2-chloro-6-(propylthio)-9H-purin-9-yl)-4-hydroxytetrahydrothiophene-3-carboxylate